1-bromo-4-iodo-2-methylbenzene BrC1=C(C=C(C=C1)I)C